tert-butyl (2-(((tert-butoxycarbonyl)amino)methyl)-5-fluorophenyl)carbamate C(C)(C)(C)OC(=O)NCC1=C(C=C(C=C1)F)NC(OC(C)(C)C)=O